Cl.ClC=1C=C(C=C(C1)Cl)CCN 2-(3,5-dichlorophenyl)ethan-1-amine hydrochloride salt